N-[2-[[4-[3-[(cis)-2,6-dimethylmorpholin-4-yl]phenyl]-5-fluoro-thiazol-2-yl]amino]-2-oxo-ethyl]-1-methylsulfonyl-pyrrole-3-carboxamide C[C@@H]1CN(C[C@@H](O1)C)C=1C=C(C=CC1)C=1N=C(SC1F)NC(CNC(=O)C1=CN(C=C1)S(=O)(=O)C)=O